1,2-dipalmitoylsn-glycero-3-phosphoethanolamine C(CCCCCCCCCCCCCCC)(=O)OC[C@@H](OC(CCCCCCCCCCCCCCC)=O)COP(=O)(O)OCCN